CC1=CC=C(N=N1)NC1=CC2=C(N(C=N2)C2=CC=C(C(=N2)N2N=C(C=3CN(CCC32)C)C(F)(F)F)C(C)=O)C=C1 1-[6-[5-[(6-methylpyridazin-3-yl)amino]benzimidazol-1-yl]-2-[5-methyl-3-(trifluoromethyl)-6,7-dihydro-4H-pyrazolo[4,3-c]pyridin-1-yl]-3-pyridinyl]ethanone